tert-Butyl 4-(2-((2-(ditetradecylamino)ethyl)(tetradecyl)amino)ethyl)piperazine-1-carboxylate C(CCCCCCCCCCCCC)N(CCN(CCN1CCN(CC1)C(=O)OC(C)(C)C)CCCCCCCCCCCCCC)CCCCCCCCCCCCCC